(1-(3-(2-(cyclopropanecarboxamido)imidazo[1,2-a]pyridin-5-yl)phenyl)-1H-pyrazol-3-yl)phosphonic acid C1(CC1)C(=O)NC=1N=C2N(C(=CC=C2)C=2C=C(C=CC2)N2N=C(C=C2)P(O)(O)=O)C1